F[C@H]1[C@]2(C=C[C@@](C[C@@H]1C(=C)C1=CC=C(N=N1)C1=C(C=C(C=C1)N1N=NC=C1)O)(N2)C)C 2-(6-(1-((1R,2R,3R,5R)-2-fluoro-1,5-dimethyl-8-azabicyclo[3.2.1]oct-6-en-3-yl)vinyl)pyridazin-3-yl)-5-(1H-1,2,3-triazol-1-yl)phenol